NC1=NC(=C2NC=NC2=N1)N 2,6-diamino-purine